C(C1=CC=CC=C1)OC(=O)N1[C@H](CNCC1)CF (R)-2-(fluoromethyl)piperazine-1-carboxylic acid benzyl ester